2-hydroxy-3-(trifluoromethyl)phenyldihydroxyboronic acid OC1=C(C=CC=C1C(F)(F)F)B(OO)OO